C(C)OC(=O)C=1NC=C(C1C1=C2C=CN(C2=CC=C1Cl)S(=O)(=O)C1=CC=C(C)C=C1)C(C)C 3-(5-Chloro-1-p-toluenesulfonyl-1H-indol-4-yl)-4-isopropyl-1H-pyrrole-2-carboxylic acid ethyl ester